CN(CCC)C dimethyl-(propyl)amine